N-((E)-(6-chloro-1-(cis-3-(ethylsulfonyl)cyclobutoxy)-2,7-naphthyridin-4-yl)methylene)-2-methylpropan-2-sulfinamide ClC=1C=C2C(=CN=C(C2=CN1)O[C@@H]1C[C@@H](C1)S(=O)(=O)CC)\C=N\S(=O)C(C)(C)C